4-chloro-6-[(3R,5S)-3,5-dimethylpiperazin-1-yl]-2-{8-fluoro-2-methylimidazo[1,2-a]pyridin-6-yl}-1,8-naphthyridine ClC1=CC(=NC2=NC=C(C=C12)N1C[C@H](N[C@H](C1)C)C)C=1C=C(C=2N(C1)C=C(N2)C)F